4-(4-amino-1-(2-azabicyclo[2.2.1]heptan-6-yl)-1H-pyrazolo[3,4-d]pyrimidin-3-yl)-N-(3-ethylphenyl)benzamide NC1=C2C(=NC=N1)N(N=C2C2=CC=C(C(=O)NC1=CC(=CC=C1)CC)C=C2)C2CC1CNC2C1